(1-(tetrahydro-2H-pyran-2-yl)-1H-pyrazol-5-yl)boronic acid O1C(CCCC1)N1N=CC=C1B(O)O